CC1([C@@H](CCC=2N1N=NC2)C(=O)NC=2C=C1C(=NNC1=CC2)C2=CC=CC=C2)C |o1:2| (R or S)-7,7-Dimethyl-N-(3-phenyl-1H-indazol-5-yl)-4,5,6,7-tetrahydro-[1,2,3]triazolo[1,5-a]pyridine-6-carboxamide